FC1=C(C=CC(=C1)C)C=1N(C(=CC1C#N)C=1C=NN(C1)C)COCC[Si](C)(C)C 2-(2-fluoro-4-methylphenyl)-5-(1-methyl-1H-pyrazol-4-yl)-1-{[2-(trimethylsilyl)ethoxy]methyl}-1H-pyrrole-3-carbonitrile